CC1=C(C(=O)O)C=C(C=N1)N1C=CC=2C1=NC=C(C2)C(=O)N2CCC(CC2)(F)F methyl-5-(5-(4,4-difluoropiperidine-1-carbonyl)-1H-pyrrolo[2,3-b]pyridin-1-yl)nicotinic acid